N[C@H](C(=O)NC1CCN(CC1)C1COC1)CC1=CC(=C(C=C1)OC1=C2C(=NC=C1)NC=C2C)F (S)-2-amino-3-(3-fluoro-4-((3-methyl-1H-pyrrolo[2,3-b]pyridin-4-yl)oxy)phenyl)-N-(1-(oxetan-3-yl)piperidin-4-yl)propionamide